C(CCCC)O normal amyl alcohol